C(=O)(O)C1=C(OC2=CC=C(C=C2)C(C)(C)C2=CC=C(C=C2)OC2=C(C(=CC=C2)C(=O)O)C(=O)O)C=CC=C1C(=O)O 2,2-bis{4'-(2,3-diCarboxyphenoxy)phenyl}propane